Cl.FC1(CCNCC1)CN1C=CC2=CC(=CC(=C12)C1=NC=NN2C1=CC(=C2)CN2C(C1C(C1C2=O)(C)C)=O)C(F)(F)F 3-((4-(1-((4-fluoropiperidin-4-yl)methyl)-5-(trifluoromethyl)-1H-indol-7-yl)pyrrolo[2,1-f][1,2,4]triazin-6-yl)methyl)-6,6-dimethyl-3-azabicyclo[3.1.0]hexane-2,4-dione hydrochloride